pentapotassium diethylenetriaminepentaacetate C(CN(CC(=O)[O-])CC(=O)[O-])N(CCN(CC(=O)[O-])CC(=O)[O-])CC(=O)[O-].[K+].[K+].[K+].[K+].[K+]